N1=CNC2=NC=CC(=C21)C=2C=NN(C2)C2=CC=C(C=N2)C(CCNC2CC2)C(F)(F)F N-(3-(6-(4-(3H-imidazo[4,5-b]pyridin-7-yl)-1H-pyrazol-1-yl)pyridin-3-yl)-4,4,4-trifluorobutyl)cyclopropylamine